N-(4-(3,3-dimethylpyrrolidin-1-yl)phenyl)-3-fluoro-5-formyl-4-hydroxybenzamide CC1(CN(CC1)C1=CC=C(C=C1)NC(C1=CC(=C(C(=C1)C=O)O)F)=O)C